4-(4-hydroxy-3-methoxyphenyl)-5-[(3-methoxyphenyl)methyl]-3-phenyl-1,4-dihydropyrrolo[3,4-c]pyrazol-6-one OC1=C(C=C(C=C1)C1N(C(C=2NN=C(C21)C2=CC=CC=C2)=O)CC2=CC(=CC=C2)OC)OC